(1S,3R,4R)-methyl 4-(tert-butoxycarbonylamino)-3-(tert-butyldimethylsilyloxy)cyclohexanecarboxylate C(C)(C)(C)OC(=O)N[C@H]1[C@@H](C[C@H](CC1)C(=O)OC)O[Si](C)(C)C(C)(C)C